2-(4-[Methyl-(5-morpholin-4-yl-pyridin-3-yl)-amino]-phenoxy)-pyrido[3,4-d]pyrimidin-4-ol CN(C1=CC=C(OC=2N=C(C3=C(N2)C=NC=C3)O)C=C1)C=1C=NC=C(C1)N1CCOCC1